The molecule is a hydroxycalciol that consists of vitamin D3 (calciol) carrying additional hydroxy groups at positions 20 (with S-configuration), 23 and 24. It has a role as a human metabolite and a rat metabolite. It is a hydroxycalciol, a member of D3 vitamins and a tetrol. CC(C)C(C(C[C@@](C)([C@H]1CC[C@@H]\\2[C@@]1(CCC/C2=C\\C=C/3\\C[C@H](CCC3=C)O)C)O)O)O